((3S,4S)-4-hydroxypyrrolidin-3-ylamino)((4-nitrobenzyloxy)carbonylamino)methylenecarbamic acid O[C@@H]1[C@H](CNC1)NC(NC(=O)OCC1=CC=C(C=C1)[N+](=O)[O-])=NC(O)=O